3-Cyclopropyl-1-methyl-5-(4,4,5,5-tetramethyl-1,3,2-dioxaborolan-2-yl)-1H-indazole C1(CC1)C1=NN(C2=CC=C(C=C12)B1OC(C(O1)(C)C)(C)C)C